2-(2-chloro-5-methoxyphenyl)-2-oxoacetaldehyde ClC1=C(C=C(C=C1)OC)C(C=O)=O